N-(3-chlorophenyl)-2-{[1,3-dimethyl-2,4-dioxo-7-(pyrrolidin-1-yl)-1,2,3,4-tetrahydropyrido[2,3-d]pyrimidin-5-yl]amino}acetamide ClC=1C=C(C=CC1)NC(CNC1=CC(=NC=2N(C(N(C(C21)=O)C)=O)C)N2CCCC2)=O